NC=1SC2=C(N1)CC[C@H](C2)N |r| racemic-2,6-diamino-4,5,6,7-tetrahydrobenzothiazole